FC(C1=CC=CC(=N1)C=1OC2=C(C=C(C=C2C(C1C)=O)C)[C@@H](C)NC=1C(=NC=CC1)C(=O)NN)F 3-[[(1R)-1-[2-[6-(Difluoromethyl)-2-pyridyl]-3,6-dimethyl-4-oxo-chromen-8-yl]ethyl]amino]pyridine-2-carbohydrazide